methanium tetrakis(3-fluorophenyl)borate FC=1C=C(C=CC1)[B-](C1=CC(=CC=C1)F)(C1=CC(=CC=C1)F)C1=CC(=CC=C1)F.[CH5+]